2-hydroxy-isopropyl-benzene OC1=C(C=CC=C1)C(C)C